Cl[C@H]([C@@H](C1=CC=C(C=C1)C)Cl)S(=O)C1=CC=C(C=C1)C 1-(((1R,2R)-1,2-dichloro-2-(p-tolyl)ethyl)sulfinyl)-4-methylbenzene